C(C(O)C)(=O)Cl lactic acid, chloride